Alpha-cyanoacrylic acid ethyl ester C(C)OC(C(=C)C#N)=O